2,3-dibromo-5-methoxy-4-((2-trifluoromethylphenyl)methoxy)benzaldehyde BrC1=C(C=O)C=C(C(=C1Br)OCC1=C(C=CC=C1)C(F)(F)F)OC